11-amino-5-(4-chlorophenethyl)-3-cyclopropyl-7-isopropyl-6,7-dihydroisoxazolo[4,3-c]pyrimido[5',4':4,5]pyrrolo[3,2-e]azepin-4(5H)-one NC1=NC=NC2=C1C=1C=3C(C(N(CC1N2C(C)C)CCC2=CC=C(C=C2)Cl)=O)=C(ON3)C3CC3